CC1=NC=C(C(=O)O)C=C1NC(=O)C=1C=NN2C1C=NC(=C2)C2=CC=NC=C2 6-methyl-5-(6-(pyridin-4-yl)pyrazolo[1,5-a]pyrazine-3-carboxamido)nicotinic acid